ClC1=C(C=C(C(=C1)OC)OCC)C=1C=C(C=NC1)C1CB(OC1)O 4-(5-(2-chloro-5-ethoxy-4-methoxyphenyl)pyridin-3-yl)-1,2-oxaborolan-2-ol